BrC1=CN(C2=C1N=CN=C2Cl)COCC[Si](C)(C)C 7-bromo-4-chloro-5-((2-(trimethylsilyl)ethoxy)methyl)-5H-pyrrolo[3,2-d]pyrimidine